6,7-Dichloro-1-(4-(dimethylamino)-6-isopropylpyrimidin-5-yl)pyrido[2,3-d]pyrimidine-2,4(1H,3H)-dione ClC1=CC2=C(N(C(NC2=O)=O)C=2C(=NC=NC2C(C)C)N(C)C)N=C1Cl